[N-]1C=CC=C1.[Na+] sodium pyrrolide